2-hydroxy-2-methyl-3-(methylsulfonyl)propanamide OC(C(=O)N)(CS(=O)(=O)C)C